6-[2-[(2S)-2-methylazetidin-1-yl]-6,7-dihydro-5H-cyclopenta[d]pyrimidin-4-yl]-2,3-dihydrophthalazine-1,4-dione C[C@@H]1N(CC1)C=1N=C(C2=C(N1)CCC2)C=2C=C1C(NNC(C1=CC2)=O)=O